NC1=C(C(N(C(N1)=O)CC#C)=O)NC(CCC1=C(C=CC=C1C)C)=O N-(6-Amino-2,4-dioxo-3-(prop-2-yn-1-yl)-1,2,3,4-tetrahydropyrimidin-5-yl)-3-(2,6-di-methylphenyl)propanamide